Cis-3-[(4-cyanopyrimidin-2-yl)amino]-1-methyl-cyclobutanecarboxylic acid trifluoroacetate FC(C(=O)O)(F)F.C(#N)C1=NC(=NC=C1)NC1CC(C1)(C(=O)O)C